FC=1C(=CC=2C3=C(NC(C2C1)=O)COCC3N(C(=O)C3=CNC(C(=C3)F)=O)C)F N-(8,9-difluoro-6-oxo-1,4,5,6-tetrahydro-2H-pyrano[3,4-c]isoquinolin-1-yl)-5-fluoro-N-methyl-6-oxo-1,6-dihydropyridine-3-carboxamide